methyl 6-(4-((2-(2-ethyl-1H-benzo[d]imidazol-1-yl)-9-methyl-6-morpholino-9H-purin-8-yl) methyl)-3-oxopiperazin-1-yl)-6-oxohexanoate C(C)C1=NC2=C(N1C1=NC(=C3N=C(N(C3=N1)C)CN1C(CN(CC1)C(CCCCC(=O)OC)=O)=O)N1CCOCC1)C=CC=C2